N-(6,6-difluorospiro[3.3]heptan-2-yl)-5-(3-(2-fluoroethyl)-2-methyl-3H-imidazo[4,5-b]pyridin-5-yl)pyrrolo[2,1-f][1,2,4]triazin-2-amine FC1(CC2(CC(C2)NC2=NN3C(C=N2)=C(C=C3)C3=CC=C2C(=N3)N(C(=N2)C)CCF)C1)F